N-((3S,4S)-3-((6-(2,6-difluoro-3,5-dimethoxyphenyl)-8-(3-methoxypyrrolidin-1-yl)pyrido[3,4-d]pyrimidin-2-yl)amino)tetrahydro-2H-pyran-4-yl)acrylamide FC1=C(C(=C(C=C1OC)OC)F)C1=CC2=C(N=C(N=C2)N[C@@H]2COCC[C@@H]2NC(C=C)=O)C(=N1)N1CC(CC1)OC